2,6-diallyl-para-cresol C(C=C)C1=CC(=CC(=C1O)CC=C)C